NC=1C(=NC(=C(N1)F)C1=CC(=C(C=C1)C1CCOCC1)CN1CCC(CC1)OC)C=1C=C2CCNC(C2=CC1F)=O 6-(3-amino-5-fluoro-6-(3-((4-methoxypiperidin-1-yl)methyl)-4-(tetrahydro-2H-pyran-4-yl)phenyl)pyrazin-2-yl)-7-fluoro-3,4-dihydroisoquinolin-1(2H)-one